S(=O)(=O)([O-])[O-].S(=O)(=O)([O-])[O-].[NH4+].[NH4+].[NH4+].[NH4+] ammonium bis-sulfate